N1CCC12CN(CC2)C(=O)[O-] 1,6-diazaspiro[3.4]octane-6-carboxylate